C(CC)(=O)OC1=C(C=C(C=C1)NC(CC(=O)NC1=NC(=CC=C1)OC([2H])([2H])[2H])=O)OC(CC)=O 4-(3-((6-(methoxy-d3)pyridin-2-yl)amino)-3-oxopropanamido)-1,2-phenylene dipropionate